C(C(=C)C)(=O)OCCCC BUTYL methacrylate